1-[3-[4-[8-Chloro-7-[(2-methyl-3H-benzimidazol-5-yl)oxy]quinoxalin-2-yl]pyrazol-1-yl]cyclobutyl]azetidin-3-ol ClC=1C(=CC=C2N=CC(=NC12)C=1C=NN(C1)C1CC(C1)N1CC(C1)O)OC1=CC2=C(N=C(N2)C)C=C1